2-nitro-6,7-dihydro-4H-pyrazolo[5,1-c][1,4]thiazine [N+](=O)([O-])C1=NN2C(CSCC2)=C1